4-((3-fluoropyridin-4-yl)ethynyl)Benzoic acid FC=1C=NC=CC1C#CC1=CC=C(C(=O)O)C=C1